3-(3-((tert-Butoxycarbonyl)amino)propoxy)propyl methanesulfonate CS(=O)(=O)OCCCOCCCNC(=O)OC(C)(C)C